N[C@H](C)C=1C=C(C=CC1)O (R)-3-(1-aminoethyl)phenol